3,4-Dichlorophenyl 2,4,6-tri-O-acetyl-3-deoxy-3-[4-(3,4-difluorophenyl)-1H-1,2,3-triazol-1-yl]-1-thio-α-D-galactopyranoside C(C)(=O)O[C@H]1[C@@H](SC2=CC(=C(C=C2)Cl)Cl)O[C@@H]([C@@H]([C@@H]1N1N=NC(=C1)C1=CC(=C(C=C1)F)F)OC(C)=O)COC(C)=O